(±)-3-(4-cyclopropyl-2,5-dioxoimidazolin-4-yl)propionic acid tert-butyl ester C(C)(C)(C)OC(CC[C@@]1(NC(NC1=O)=O)C1CC1)=O |r|